3-(2,4-dichlorophenyl)-6-fluoro-2-(1H-1,2,4-triazol-1-yl)quinazolin-4(3H)-one ClC1=C(C=CC(=C1)Cl)N1C(=NC2=CC=C(C=C2C1=O)F)N1N=CN=C1